tert-butyl [2-(2-hydroxyethyl)-2,7-diazaspiro[3.5]nonan-7-yl]carboxylate OCCN1CC2(C1)CCN(CC2)C(=O)OC(C)(C)C